11-Amino-3-cyclopropyl-7-(3-hydroxycyclopentyl)-6,7-dihydroisoxazolo[4'',3'':6',7']cyclohepta[1',2':4,5]pyrrolo[2,3-d]pyrimidin-4(5H)-one 2,2,2-trifluoroacetate FC(C(=O)O)(F)F.NC=1C2=C(N=CN1)N(C1=C2C=2C(C(CC1)=O)=C(ON2)C2CC2)C2CC(CC2)O